C(CCCCCCCCCCCC)OCCCCCCCCCCCCC mono-tridecyl ether